(S)-6-(4-Chlorophenyl)-2-(1-methyl-1H-pyrazol-5-yl)-N-(1-(methanesulfonamido)propane-2-yl)-3-oxo-2,3-dihydropyridazine-4-carboxamide ClC1=CC=C(C=C1)C=1C=C(C(N(N1)C1=CC=NN1C)=O)C(=O)N[C@H](CNS(=O)(=O)C)C